ClC1=CC=C2C(=CC(=NC2=C1Cl)N1[C@@H]([C@H](CC1)O)CC(=O)[O-])N1C=NC=C1 2-((2R,3S)-1-(7,8-Dichloro-4-(1H-imidazol-1-yl)quinolin-2-yl)-3-hydroxypyrrolidin-2-yl)acetate